C(CCC)NO N-butyl-hydroxylamine